NC1=NC=CC=C1C1=NC=2C(=NC(=CC2)C2=CC(=CC=C2)N2CCOCC2)N1C1=CC=C(CCNCC2=CC(=C(C=O)C=C2)O)C=C1 4-(((4-(2-(2-aminopyridin-3-yl)-5-(3-morpholinophenyl)-3H-imidazo[4,5-b]pyridin-3-yl)phenethyl)amino)methyl)-2-hydroxybenzaldehyde